(S)-4-Methyl-N-(4-morpholinophenyl)-2-(4-(trifluoromethyl)phenylsulfonamido)pentanamide CC(C[C@@H](C(=O)NC1=CC=C(C=C1)N1CCOCC1)NS(=O)(=O)C1=CC=C(C=C1)C(F)(F)F)C